[C@H]12CN(C[C@H](CC1)N2)C=2C1=C(N=CN2)NC=C1C 4-((1R,5S)-3,8-diazabicyclo[3.2.1]oct-3-yl)-5-methyl-7H-pyrrolo[2,3-d]pyrimidine